5-(Azetidin-2-ylmethoxy)-N-(1-(7-(cyclohex-1-en-1-yl)quinolin-5-yl)cyclopropyl)-2-methylbenzamide N1C(CC1)COC=1C=CC(=C(C(=O)NC2(CC2)C2=C3C=CC=NC3=CC(=C2)C2=CCCCC2)C1)C